C1(=CC=CC2=CC=CC=C12)C(C)N1CC2=CC(=CC=C2CC1)C(C(=O)N)C1=CC=CC=C1 (2-(1-(Naphthalen-1-yl)ethyl)-1,2,3,4-tetrahydroisoquinolin-7-yl)-2-phenylacetamide